2-methyl-N-[7-(2-trimethylsilylethoxymethyl)purin-6-yl]propionamide CC(C(=O)NC1=C2N(C=NC2=NC=N1)COCC[Si](C)(C)C)C